OCCN1C(OCC1)=O 3-(2-hydroxyethyl)-2-oxazolidinone